C(C)N1N=C(C(=C1C1=NNC(=N1)C1=NC(=CC2=C1C=NN2CCN2CCOCC2)C(=O)N)O)C 4-[3-(1-ethyl-4-hydroxy-3-methyl-1H-pyrazol-5-yl)-1H-1,2,4-triazol-5-yl]-1-[2-(morpholin-4-yl)ethyl]-1H-pyrazolo[4,3-c]pyridine-6-carboxamide